6,6'-methylenebis(4-chloro-3-fluorophenol) C(C1=CC(=C(C=C1O)F)Cl)C1=CC(=C(C=C1O)F)Cl